4-(((2-((4-((2S,6R)-2,6-dimethyl-morpholino)phenyl)amino)-5-fluoro-pyrimidin-4-yl)oxy)methyl)-1-(trifluoro-methyl)cyclohexan C[C@@H]1O[C@@H](CN(C1)C1=CC=C(C=C1)NC1=NC=C(C(=N1)OCC1CCC(CC1)C(F)(F)F)F)C